3,6-dihydropyridin-1(2H)-carboxylat N1(CCC=CC1)C(=O)[O-]